OCC(C(C(=O)N)=C)(CO)CO TRIs(hydroxymethyl)-methacrylamide